2,2-dichloro-3-(4-chloro-3-fluoro-5-(trifluoromethyl)phenyl)cyclopropane-1-carboxamide ClC1(C(C1C1=CC(=C(C(=C1)C(F)(F)F)Cl)F)C(=O)N)Cl